[2-[[2-[(2-aminoethyl)amino]ethyl]aminoethyl]aminoethyl]-piperazine NCCNCCNCCNCCN1CCNCC1